5-(2,6-diazabicyclo[3.2.0]heptan-6-yl)-N-(8-fluoro-2-methylimidazo[1,2-a]pyridin-6-yl)pyrazine-2-carboxamide C12NCCC2N(C1)C=1N=CC(=NC1)C(=O)NC=1C=C(C=2N(C1)C=C(N2)C)F